[5-[2-[2-(4-tert-butoxyphenyl)ethyl]-3-chloro-6-fluoro-phenyl]-1,3-dimethyl-6-oxo-pyridazin-4-yl] 2-methylpropanoate CC(C(=O)OC=1C(=NN(C(C1C1=C(C(=CC=C1F)Cl)CCC1=CC=C(C=C1)OC(C)(C)C)=O)C)C)C